C(C1=CC=CC=C1)(=O)OOC(C)(C)CCC t-hexyl peroxy-benzoate